COC=1C=C(C=CC1)C=1N(C=CN1)C1=CC=CC=C1 2-(3-methoxyphenyl)-1-phenyl-1H-imidazole